C(C)(=O)C1=NN(C2=C(C=C(C=C12)C=1C=NC(=NC1)C)C)CC(=O)N1[C@@H]2C[C@@]2(C[C@H]1C(=O)NCCC1=CC=C(C=C1)F)C (1R,3S,5R)-2-(2-(3-acetyl-7-methyl-5-(2-methylpyrimidin-5-yl)-1H-indazol-1-yl)acetyl)-N-(4-fluorophenethyl)-5-methyl-2-azabicyclo[3.1.0]hexane-3-carboxamide